N1(N=CC=C1)C1=CC=C(CN2CCN(CC2)C2=C(C=C3C(C(=CN(C3=C2)CC)C(=O)[O-])=O)F)C=C1 7-(4-(4-(1H-pyrazol-1-yl) benzyl) piperazin-1-yl)-1-ethyl-6-fluoro-4-oxo-1,4-dihydroquinoline-3-carboxylate